C(C)(=O)N1[C@@H](CCC1)C(=O)N1CCC(CC1)CC(=O)N[C@@H](CC1=CC=C(C=C1)O)C(=O)OC Methyl (2-(1-(acetyl-L-prolyl)piperidin-4-yl)acetyl)-L-tyrosinate